2-(2,6-Dioxopiperidin-3-yl)-5-(2-(1'-(5-methoxy-2-(1-methyl-1H-pyrazol-4-yl)-4-nitrophenyl)-[4,4'-bipiperidin]-1-yl)-7-azaspiro[3.5]non-7-yl)isoindoline-1,3-dione O=C1NC(CCC1N1C(C2=CC=C(C=C2C1=O)N1CCC2(CC(C2)N2CCC(CC2)C2CCN(CC2)C2=C(C=C(C(=C2)OC)[N+](=O)[O-])C=2C=NN(C2)C)CC1)=O)=O